C(CCCCCCCCCCC(=O)NN)(=O)NN Dodecandihydrazid